ClC=1C=C(NC1)C(=O)NC(C(=O)OCC)\C=C\C(C)(C)C ethyl (E)-2-(4-chloro-2-pyrrolylcarbonylamino)-5,5-dimethyl-3-hexenoate